OC1=C(C=C(C=C1)C)C1=C(C=CC=C1)N=NC1=CC=CC=C1 2-(2'-hydroxy-5'-methylphenyl)azobenzene